dibenzofuranyl-(dibenzofuran) C1(=CC=CC=2OC3=C(C21)C=CC=C3)C3=CC=CC=2OC1=C(C23)C=CC=C1